COC1=C(CNC2=C3C(=NC=N2)N(N=C3[Sn](C)(C)C)C3COCCC3)C=CC(=C1)OC N-(2,4-dimethoxybenzyl)-1-(tetrahydro-2H-pyran-3-yl)-3-(trimethylstannyl)-1H-pyrazolo[3,4-d]pyrimidin-4-amine